(2,4,5-trimethyl-3,6-dioxocyclohexa-1,4-dienyl)butanamide CC1=C(C(C(=C(C1=O)C)C)=O)C(C(=O)N)CC